5-oxo-5,6,7,8-tetrahydronaphthalen O=C1C=2C=CC=CC2CCC1